FC(C(=O)O)(F)F.NC=1N=CC(=NC1C=1C=NN(C1)CCOC)C=1C=C(C=CC1C)C(C(=O)N)(C(F)(F)F)O 2-(3-(5-amino-6-(1-(2-methoxyethyl)-1H-pyrazol-4-yl)pyrazin-2-yl)-4-methylphenyl)-3,3,3-trifluoro-2-hydroxypropanamide trifluoroacetate